FC1=CC=C(C=C1)/C=C/C=C/C(CC(=O)C1=CC=CC=C1)C1=CC=C(C=C1)OC (4E,6E)-7-(4-Fluorophenyl)-3-(4-methoxyphenyl)-1-phenylhepta-4,6-dien-1-one